ClC=1C(=NNC1)C1=NC(=NC=C1C(F)(F)F)N[C@@H]1CC[C@H](CC1)N(C(=O)NCC(F)(F)F)C1=NC=C(N=C1)C=1C=NC(=CC1)OC 1-(trans-4-((4-(4-chloro-1H-pyrazol-3-yl)-5-(trifluoro-methyl)pyrimidin-2-yl)amino)-cyclohexyl)-1-(5-(6-methoxy-pyridin-3-yl)-pyrazin-2-yl)-3-(2,2,2-trifluoroethyl)urea